3,6-dimethyl-2-oxazolo[4,5-b]pyridin-5-yl-4-oxo-chromen CC1=C(OC2=CC=C(C=C2C1=O)C)C1=CC=C2C(=N1)N=CO2